1-[(3S)-3-(2,3-dichloro-6-fluorophenyl)-3-{[3-methyl-2-(oxan-4-yl)indazol-6-yl]amino}pyrrolidin-1-yl]prop-2-en-1-one ClC1=C(C(=CC=C1Cl)F)[C@@]1(CN(CC1)C(C=C)=O)NC=1C=CC2=C(N(N=C2C1)C1CCOCC1)C